2-phenyl-3-(2-propen-1-yloxy)-quinolin-4-one C1(=CC=CC=C1)C1=NC2=CC=CC=C2C(C1OCC=C)=O